tert-butyl rac-(1-(4-(((benzyloxy)carbonyl)amino)pyridin-2-yl)-2-methoxy-2-methylpropyl)(methyl)carbamate C(C1=CC=CC=C1)OC(=O)NC1=CC(=NC=C1)[C@H](C(C)(C)OC)N(C(OC(C)(C)C)=O)C |r|